OC[C@H]1N(C/C(/C1)=N/OC)C(=O)C1=CC(=C(C=C1)C1=C(C(=CC=C1)C)C)OCCOC (S,E)-(2-(Hydroxymethyl)-4-(methoxyimino)pyrrolidin-1-yl)(2-(2-methoxyethoxy)-2',3'-dimethyl-[1,1'-biphenyl]-4-yl)methanone